COC(CC(=O)OC1=C2N(N=CC1=O)[C@H]([C@@H]1N(C2=O)CCC1)[C@H](C1=CC=CC=C1)C1=C(C(=CC=C1)F)F)(C)C (9aR,10S)-10-((R)-(2,3-difluorophenyl)(phenyl)methyl)-3,5-dioxo-3,5,8,9,9a,10-hexahydro-7H-pyrrolo[1',2':4,5]pyrazino[1,2-b]pyridazin-4-yl 3-methoxy-3-methylbutanoate